N1=CC(=CC=C1)CCC(=O)O 3-pyridinepropanoic acid